2-Oxa-7-aza-spiro[3.5]nonane-7-carboxylic acid [7-methoxy-4-(1-methyl-1H-pyrazol-4-yl)-1H-benzoimidazol-2-yl]-amide COC1=CC=C(C2=C1NC(=N2)NC(=O)N2CCC1(COC1)CC2)C=2C=NN(C2)C